C1[C@H](C([C@@H](CC1(C(=O)O)O)O)OC(=O)/C=C/C2=CC(=C(C=C2)O)O)O 4-O-Caffeoylquinic acid